isoflavone compound with glucose O=C[C@H](O)[C@@H](O)[C@H](O)[C@H](O)CO.O1C=C(C(=O)C2=CC=CC=C12)C1=CC=CC=C1